1-(2-ethoxyethyl)-4-(4,4,5,5-tetramethyl-1,3,2-dioxaborolan-2-yl)pyrazole C(C)OCCN1N=CC(=C1)B1OC(C(O1)(C)C)(C)C